C(C)(C)(C)OC(=O)N1C(CC1)C=1C=C(C=C2CCOCC12)C=1C=C2C(=NC1)NC=C2C 2-(6-(3-methyl-1H-pyrrolo[2,3-b]pyridin-5-yl)isochroman-8-yl)azetidine-1-carboxylic acid tert-butyl ester